(1s,4S)-4-butylcyclohexane C(CCC)C1CCCCC1